6-bromo-3-(3-bromopropyloxy)-2-nitropyridine BrC1=CC=C(C(=N1)[N+](=O)[O-])OCCCBr